C[SiH2]CCC[SiH2]C 1,3-Dimethylsilylpropane